(S)-3-((2-Aminoethyl)disulfanyl)-1-((2-aminoethyl)thio)-1-oxopropane NCCSSCCC(=O)SCCN